2-[1-[(2,3-dichlorophenyl)methyl]-5-oxopyrrolidin-2-yl]-N-(dimethylsulfamoyl)acetamide ClC1=C(C=CC=C1Cl)CN1C(CCC1=O)CC(=O)NS(N(C)C)(=O)=O